methyl-5-(trifluoromethyl)-2,3-dihydro-1H-indole-2,3-dione CN1C(C(C2=CC(=CC=C12)C(F)(F)F)=O)=O